COC(CNC(C[C@H](CC(C)C)NC1=NC(=NC=2CCCCC12)N1CC2(CN(C2)C(=O)OC(C)(C)C)CC1)=O)OC tert-butyl (S)-6-(4-((1-((2,2-dimethoxyethyl)amino)-5-methyl-1-oxohexan-3-yl)amino)-5,6,7,8-tetrahydroquinazolin-2-yl)-2,6-diazaspiro[3.4]octane-2-carboxylate